O[C@H]1[C@H](NCC1)C(=O)O (3R,3S)-3-hydroxyproline